N-{8-fluoro-2-methylimidazo[1,2-a]pyridin-6-yl}-4-[(3R)-3-(isopropylamino)pyrrolidin-1-yl]-2-methylindazole-7-carboxamide FC=1C=2N(C=C(C1)NC(=O)C1=CC=C(C3=CN(N=C13)C)N1C[C@@H](CC1)NC(C)C)C=C(N2)C